2-methanesulfonyl-4,6-dichloropyrimidine CS(=O)(=O)C1=NC(=CC(=N1)Cl)Cl